6-Chloro-7-fluoro-4-propyl-3,4-dihydro-2H-1,4-benzoxazine-8-carboxylic acid ClC=1C(=C(C2=C(N(CCO2)CCC)C1)C(=O)O)F